BrC=1C=C(C=C(C1)Br)C=1SC=2N=C(SC2N1)C1=CC(=CC(=C1)Br)Br 2,5-bis(3,5-dibromophenyl)thiazolo[5,4-d]thiazole